yttrium undecanoate C(CCCCCCCCCC)(=O)[O-].[Y+3].C(CCCCCCCCCC)(=O)[O-].C(CCCCCCCCCC)(=O)[O-]